C1(CC1)C1=NC(=CC=C1S(=O)(=O)N1CC2(CN(C2)C(=O)OC(C)(C)C)C1)C(F)F tert-butyl 6-((2-cyclopropyl-6-(difluoromethyl)pyridin-3-yl)sulfonyl)-2,6-diazaspiro[3.3]heptane-2-carboxylate